tert-butyl (R or S)-2-(2-(2-isopropylphenyl)-4-((1-methyl-1H-pyrazol-4-yl)methyl)-6-oxopiperazin-1-yl)-7-azaspiro[3.5]nonane-7-carboxylate C(C)(C)C1=C(C=CC=C1)[C@H]1N(C(CN(C1)CC=1C=NN(C1)C)=O)C1CC2(C1)CCN(CC2)C(=O)OC(C)(C)C |o1:9|